4-(3-bromo-5-chlorobenzyl)-1-((2-(trimethylsilyl)ethoxy)methyl)-1H-pyrazole BrC=1C=C(CC=2C=NN(C2)COCC[Si](C)(C)C)C=C(C1)Cl